COC1=C(C=CC=C1C1=NC=CC=N1)NC1=C(N=NC(=C1)NC1=NN2C(C(N(CC2)C)=O)=C1)C(=O)NC([2H])([2H])[2H] 4-((2-methoxy-3-(pyrimidin-2-yl)phenyl)amino)-N-(methyl-d3)-6-((5-methyl-4-oxo-4,5,6,7-tetrahydropyrazolo[1,5-a]pyrazin-2-yl)amino)pyridazine-3-carboxamide